NC1=NC(=C(C2=C1N=C(N2)COCC)SC2=C(C=C(C=C2)CN(C)C)O)C 2-[[4-amino-2-(ethoxymethyl)-6-methyl-1H-imidazo[4,5-c]pyridin-7-yl]sulfanyl]-5-[(dimethylamino)methyl]phenol